OC1(C[C@]2(C3=CC=CC=C13)CC(CCC2)=O)C(F)(F)F (1S)-3'-hydroxy-3'-(trifluoromethyl)-2',3'-dihydrospiro[cyclohexane-1,1'-indene]-3-one